[Mn](=O)(=O)([O-])[O-].[Li+].[W+4].[Ni+2] nickel-tungsten lithium manganate